3,3',4,4'-biphenyl-tetracarboxylate C1(=CC(=C(C=C1)C(=O)[O-])C(=O)[O-])C1=CC(=C(C=C1)C(=O)[O-])C(=O)[O-]